1-(2-(1-(2-methylbutanoyl)piperidin-2-yl)-4-(p-tolyl)-1H-imidazol-1-yl)dodecan-1-one (E)-ethyl-2-(4-(((cyclooct-2-en-1-yloxy)carbonyl)amino)phenyl)-2-hydroxyacetate C(C)OC(C(O)C1=CC=C(C=C1)NC(=O)OC1\C=C\CCCCC1)=O.CC(C(=O)N1C(CCCC1)C=1N(C=C(N1)C1=CC=C(C=C1)C)C(CCCCCCCCCCC)=O)CC